N-((S)-1-((2S,4R)-4-hydroxy-2-((4-(4-methylthiazol-5-yl)benzyl)carbamoyl)pyrrolidin-1-yl)-3,3-dimethyl-1-oxobutan-2-yl)morpholine-2-carboxamide, hydrochloride Cl.O[C@@H]1C[C@H](N(C1)C([C@H](C(C)(C)C)NC(=O)C1CNCCO1)=O)C(NCC1=CC=C(C=C1)C1=C(N=CS1)C)=O